(3E)-3-{3-[(tert-butyldimethylsilyl)oxy]propylidene}pyrrolidin-2-one [Si](C)(C)(C(C)(C)C)OCC\C=C/1\C(NCC1)=O